2-methyl-3-(4-(trifluoromethyl)benzoyl)naphthalene-1,4-dione CC=1C(C2=CC=CC=C2C(C1C(C1=CC=C(C=C1)C(F)(F)F)=O)=O)=O